BrC1=CC=C(C(=N1)C(F)F)OC[C@](CC(C)C)(N)C (S)-1-{[6-bromo-2-(difluoromethyl)pyridin-3-yl]oxy}-2,4-dimethylpentane-2-amine